tert-Butyl (S)-((2',3'-dichloro-4-fluoro-6-methoxy-[2,4'-bipyridin]-5-yl)methyl)((5-oxopyrrolidin-2-yl)methyl)carbamate ClC1=NC=CC(=C1Cl)C1=NC(=C(C(=C1)F)CN(C(OC(C)(C)C)=O)C[C@H]1NC(CC1)=O)OC